(1R,5S)-3-(3-fluoro-5-(1-hydroxyethyl)-4-methylpyridin-2-yl)-3-azabicyclo[3.1.0]Hexan-2-one FC=1C(=NC=C(C1C)C(C)O)N1C([C@@H]2C[C@@H]2C1)=O